tert-butyl (1S,4S)-5-[4-[4-(difluoromethoxy)-2,5-difluoro-anilino]pyrido[3,2-d]pyrimidin-6-yl]-2,5-diazabicyclo[2.2.1]heptane-2-carboxylate FC(OC1=CC(=C(NC=2C3=C(N=CN2)C=CC(=N3)N3[C@@H]2CN([C@H](C3)C2)C(=O)OC(C)(C)C)C=C1F)F)F